6-methoxy-2-[2-(3-methoxyphenyl)ethyl]chromone COC=1C=C2C(C=C(OC2=CC1)CCC1=CC(=CC=C1)OC)=O